2-methyl-N-(1-(3-(1-methyl-1H-pyrazol-4-yl)-5-(thiophen-2-yl)phenyl)cyclopropyl)-5-(piperazin-1-yl)benzamide CC1=C(C(=O)NC2(CC2)C2=CC(=CC(=C2)C=2SC=CC2)C=2C=NN(C2)C)C=C(C=C1)N1CCNCC1